NC1=NC=CC=C1C1=NC=2C(=NC(=CC2)C2=CC=CC=C2)N1C1=CC=C(C=C1)C1CCN(CC1)CC1CCC(CC1)C#N 4-[[4-[4-[2-(2-amino-3-pyridyl)-5-phenyl-imidazo[4,5-b]pyridin-3-yl]phenyl]-1-piperidyl]methyl]cyclohexanecarbonitrile